3-(difluoromethylene)cyclobutylamine trifluoroacetate FC(C(=O)O)(F)F.FC(=C1CC(C1)N)F